ClC=1C=C(C=CC1Cl)NC1=CC2=C(C3=CC(=CC=C3N=C2C=C1)C(F)(F)F)NCCNC(=N)N 1-(2-(2-(3,4-Dichlorophenylamino)-7-(trifluoromethyl)acridin-9-ylamino)ethyl)guanidine